trans-4-((4-(2-(2-aminopyridin-3-yl)-5-phenyl-3H-imidazo[4,5-b]pyridin-3-yl)benzyl)(methyl)amino)cyclohexane-1-carboxamide NC1=NC=CC=C1C1=NC=2C(=NC(=CC2)C2=CC=CC=C2)N1C1=CC=C(CN([C@@H]2CC[C@H](CC2)C(=O)N)C)C=C1